BrC1=CC=C(C=C1)C(=CC(=O)OCC)N ethyl 3-(4-bromophenyl)-3-aminoacrylate